1-Cyclopropyl-4-(6-((1-(4-(difluoromethyl)phenyl)-4-methyl-1H-1,2,3-triazol-5-yl)methoxy)pyridazin-3-yl)piperazin-2-one C1(CC1)N1C(CN(CC1)C=1N=NC(=CC1)OCC1=C(N=NN1C1=CC=C(C=C1)C(F)F)C)=O